O=C1NC(CCC1C=1C=CC(=NC1)N1CCC(CC1)C(=O)O)=O 1-(5-(2,6-dioxopiperidin-3-yl)pyridin-2-yl)piperidine-4-carboxylic acid